S1N=C(C2=C1C=CC=C2)N2CCN(CC2)C(=O)NC=2C(=NC=CC2C2=C(C=CC=C2)F)N2CC(CC2)(F)F 4-(1,2-benzothiazol-3-yl)-N-[2-(3,3-difluoro-pyrrolidin-1-yl)-4-(2-fluorophenyl)-3-pyridyl]-piperazine-1-carboxamide